1-methyl-1H-indazole CN1N=CC2=CC=CC=C12